Cl.C12(NCCCC2C1)C(=O)O 2-azabicyclo[4.1.0]heptane-1-carboxylic acid hydrochloride